(±)-tert-butyl 4-(((trans)-4-azido-2-(4-(methoxycarbonyl)phenyl)piperidin-1-yl)methyl)-5-methoxy-7-methyl-1H-indole-1-carboxylate N(=[N+]=[N-])[C@H]1C[C@@H](N(CC1)CC1=C2C=CN(C2=C(C=C1OC)C)C(=O)OC(C)(C)C)C1=CC=C(C=C1)C(=O)OC |r|